2-(2'-hydroxy-3',5'-di-tert-butyl-phenyl)-benzotriazole OC1=C(C=C(C=C1C(C)(C)C)C(C)(C)C)N1N=C2C(=N1)C=CC=C2